4-((4-(2-(3,4-difluorophenoxy)-2-methylpropanoyl)piperazin-1-yl)sulfonyl)benzoic acid FC=1C=C(OC(C(=O)N2CCN(CC2)S(=O)(=O)C2=CC=C(C(=O)O)C=C2)(C)C)C=CC1F